N1=C(C=CC=C1)C1=CC=CC=C1 (2-Pyridyl)benzene